ClC=1C=C(C=CC1)N1N=C(N=C1)C(=O)OC methyl 1-(3-chlorophenyl)-1,2,4-triazole-3-carboxylate